(R,E)-ethyl 3-(1-cyclobutylpyrrolidin-2-yl)acrylate C1(CCC1)N1[C@H](CCC1)/C=C/C(=O)OCC